C1(CCCCC1)[C@@H](C(=O)N1[C@@H](CCC1)C=1SC=C(N1)C(C1=CC(=CC=C1)OCCCCC(C)O)=O)NC(=O)[C@H](C)N(C(OC(C)(C)C)=O)C tert-butyl N-[(1S)-1-{[(1S)-1-cyclohexyl-2-[(2S)-2-(4-{3-[(5-hydroxyhexyl)oxy]benzoyl}-1,3-thiazol-2-yl)pyrrolidin-1-yl]-2-oxoethyl]carbamoyl}ethyl]-N-methylcarbamate